C1(CC1)C1=NOC(=N1)C12CCC(CC1)(CC2)CN(C(=O)C2COCCC2)C2=CC(=CC=C2)C2=CN(C(O2)=O)CC N-((4-(3-cyclopropyl-1,2,4-oxadiazol-5-yl)bicyclo[2.2.2]octan-1-yl)methyl)-N-(3-(3-ethyl-2-oxo-2,3-dihydrooxazol-5-yl)phenyl)tetrahydro-2H-pyran-3-carboxamide